(t-Butoxycarbonyl)glycyl-L-valyl-L-alanine C(C)(C)(C)OC(=O)NCC(=O)N[C@@H](C(C)C)C(=O)N[C@@H](C)C(=O)O